COC1=CC=C(C=C1)N1NC(=CC1C1=CC=C(C=C1)C(C)C)C=CC1=CC=C(C=C1)C(C)C 1-(4-methoxyphenyl)-3-(4-isopropylstyryl)-5-(4-isopropyl-phenyl)-pyrazoline